C(CCCCCCC)N1SC=CC1=O 2-octyl-4-isothiazolin-3-one